C(C(CCCCCCCCCCCCCCCCCCCCC)O)O tricosane-1,2-diol